[(biphenylyl)dibenzoselenophenyl](diphenyltriazinyl)biphenyl C1(=C(C=CC=C1)C1=C(C2=C([Se]C3=C2C=CC=C3)C=C1)C=1C(=C(C=CC1)C1=CC=CC=C1)C1=NN=NC(=C1C1=CC=CC=C1)C1=CC=CC=C1)C1=CC=CC=C1